BrC=1C=C2C=CC(OC2=CC1OCOCCOC)(C)C 6-bromo-7-((2-methoxyethoxy)methoxy)-2,2-dimethyl-2H-chromene